N,N-dimethylcyclopropylamine CN(C)C1CC1